CN(C1[NH+](C=CCN1CC(C)=O)C)C 2-dimethylamino-3-acetylmethyl-1-methyl-1,4-dihydropyrimidinium